C(C)(C)(C)OC(=O)N1C[C@H](CC1)[C@@H](C(=O)OC(C)(C)C)CC1=CC(=CC=C1)C(N)=O (R)-3-((S)-1-(tert-butyloxy)-3-(3-carbamoylphenyl)-1-oxopropane-2-yl)pyrrolidine-1-carboxylic acid tert-butyl ester